O=[Ga] oxogallium